C1(CCCC1)C1=NC2=CC(=CC=C2C(=C1C(=O)NCC1=CC(=CC=C1)F)C)C(F)(F)F 2-cyclopentyl-N-[(3-fluorophenyl)-methyl]-4-methyl-7-(trifluoromethyl)-quinoline-3-carboxylic acid amide